6-(cyclobutylmethyl)-5,6,7,8-tetrahydropyrido[4,3-d]pyrimidin-4-ol C1(CCC1)CN1CC2=C(N=CN=C2O)CC1